OCC=1C=CC2=C(N=C(O2)C#N)C1 5-(hydroxymethyl)benzo[d]oxazole-carbonitrile